N-(4-amino-2-methylphenyl)-2-(4-ethylpiperazin-1-yl)acetamide Nickel-Cobalt-Manganese [Mn].[Co].[Ni].NC1=CC(=C(C=C1)NC(CN1CCN(CC1)CC)=O)C